pentatriacontyl eicos-11-enoate C(CCCCCCCCCC=CCCCCCCCC)(=O)OCCCCCCCCCCCCCCCCCCCCCCCCCCCCCCCCCCC